acryloyloxymethylphthalic acid C(C=C)(=O)OCC1=C(C(C(=O)O)=CC=C1)C(=O)O